6-(2-chloro-3-(9-(3-chlorobenzyl)-6-(1-methylcyclopropoxy)-9H-purin-8-yl)phenoxy)hexanoic acid ClC1=C(OCCCCCC(=O)O)C=CC=C1C=1N(C2=NC=NC(=C2N1)OC1(CC1)C)CC1=CC(=CC=C1)Cl